rel-(S)-7-(sec-butoxy)-2-(1-methyl-2-oxabicyclo[2.1.1]hexan-4-yl)-N-(6-methylpyrazolo[1,5-a]pyrimidin-3-yl)imidazo[1,2-a]pyrimidine-6-carboxamide [C@H](C)(CC)OC1=NC=2N(C=C1C(=O)NC=1C=NN3C1N=CC(=C3)C)C=C(N2)C23COC(C2)(C3)C |o1:0|